N-cyano-N'-[2-phenylethanyl]guanidine C(#N)NC(=N)NCCC1=CC=CC=C1